C(C1=CC=CC=C1)(C1=CC=CC=C1)(C1=CC=CC=C1)SCC[C@H](N)C(=O)O S-trityl-L-homocysteine